2,2-dinitroacethydrazide potassium salt [K].[N+](=O)([O-])C(C(=O)NN)[N+](=O)[O-]